COC(C(=CC1=CC=CC=C1)C=1N=NN(C1)CC1=CC(=CC=C1)C(C)(C)C)=O (1-(3-tert-butylbenzyl)-1H-1,2,3-triazol-4-yl)cinnamic acid methyl ester